Cl.ClC=1C=C(C(=C(C1)O)C1=CC2=C(N=N1)N(C=C2)CC2CCN(C1(CC1)C2)C)C 5-Chloro-3-methyl-2-[7-({4-methyl-4-azaspiro[2.5]octan-7-yl}methyl)-7H-pyrrolo[2,3-c]pyridazin-3-yl]phenol hydrochloride